2-(3-bromopropyl)-2-methyl-1,3,6-trioxa-2-silacyclooctane BrCCC[Si]1(OCCOCCO1)C